O=C1C=C(N=C2N1C=CC=C2)C(=O)NCC=2N=C1N(C=C(C=C1)CNC(C)(C(C)(C)C)C)C2 4-oxo-N-[(6-{[(2,3,3-trimethylbutan-2-yl)amino]methyl}imidazo[1,2-a]pyridin-2-yl)methyl]-4H-pyrido[1,2-a]pyrimidine-2-carboxamide